5-(5-(hydroxymethyl)-1-((tetrahydro-2H-pyran-4-yl)methyl)-1H-benzo[d]Imidazol-2-yl)-1,3-dimethylpyridin-2(1H)-one OCC1=CC2=C(N(C(=N2)C=2C=C(C(N(C2)C)=O)C)CC2CCOCC2)C=C1